tert-butyl 6-cyclopropyl-2-hydroxy-5,6,7,9-tetrahydro-8H-pyrido[2,3-c]azepine-8-carboxylate C1(CC1)C1CC2=C(CN(C1)C(=O)OC(C)(C)C)N=C(C=C2)O